FC1(C2CN(CC12)C1=NC(=CC(=N1)C=1C=NN(C1)C1=C(C=C(C=C1)NS(=O)(=O)CCO)N1CCC2(CC2)CC1)C)F N-(4-(4-(2-(6,6-Difluoro-3-azabicyclo[3.1.0]hexan-3-yl)-6-methylpyrimidin-4-yl)-1H-pyrazol-1-yl)-3-(6-azaspiro[2.5]octan-6-yl)phenyl)-2-hydroxyethane-1-sulfonamide